2-[4-chloro-3-[[4-[[(2S)-oxiran-2-yl]methoxy]phenyl]methyl]phenyl]-6-methylthiotetrahydropyran-3,4,5-triol ClC1=C(C=C(C=C1)C1OC(C(C(C1O)O)O)SC)CC1=CC=C(C=C1)OC[C@H]1OC1